Br[Si](CCCCC)(CCCCC)Br dibromodipentylsilane